C(C)OC(C(C)(C)CCOC1=C(C=C(C=C1)SCN1N=CN(C1=O)C1=CC=C(C=C1)Br)F)=O 2-(4-(((4-(4-bromophenyl)-5-oxo-4,5-dihydro-1H-1,2,4-triazol-1-yl)methyl)thio)-2-fluorophenoxy)ethyl-2-methylpropanoic acid ethyl ester